C(CCCCCCCCCCCCCCCCCCC)(=O)OC[C@@H](OC(CCCCCCCCCCCCCCCCCCC)=O)COP(=O)(O)OCC[N+](C)(C)C 1,2-bis-arachidoyl-sn-glycero-3-phosphorylcholine